6-(ethoxycarbonyl)tetrahydro-2H-pyran-3,4,5-triyl triacetate C(C)(=O)OC1COC(C(C1OC(C)=O)OC(C)=O)C(=O)OCC